1-((2R,4S,5R)-4-(benzyloxy)-5-(hydroxymethyl)tetrahydrofuran-2-yl)-5-fluoropyrimidine-2,4(1H,3H)-dione C(C1=CC=CC=C1)O[C@H]1C[C@@H](O[C@@H]1CO)N1C(NC(C(=C1)F)=O)=O